N-erucoyl-aspartic acid C(CCCCCCCCCCC\C=C/CCCCCCCC)(=O)N[C@@H](CC(=O)O)C(=O)O